3-(4-bromo-2-fluoro-phenyl)-3-methyl-butanal BrC1=CC(=C(C=C1)C(CC=O)(C)C)F